Cl.NC1=NN(C(=C1Cl)C(=O)NC)C 3-Amino-4-chloro-N,1-dimethyl-1H-pyrazole-5-carboxamide hydrochloride